5-bromo-3-(2-(2-ethoxy-2-oxoethyl)phenoxy)-2,3-dihydrospiro[indene-1,4'-piperidine]-1'-carboxylic acid ethyl ester C(C)OC(=O)N1CCC2(CC1)CC(C1=CC(=CC=C12)Br)OC1=C(C=CC=C1)CC(=O)OCC